(S)-N-(2-((tert-butyldimethylsilyl)oxy)-1-(3,5-difluorophenyl)ethyl)-2-methylpropane-2-sulfinamide [Si](C)(C)(C(C)(C)C)OCC(C1=CC(=CC(=C1)F)F)N[S@@](=O)C(C)(C)C